C1(CC1)[C@H](C)C1=C(C(=CC=C1)[C@H](C)S(=O)(=O)CC)O 2-((S)-1-cyclopropylethyl)-6-((S)-1-(ethylsulfonyl)ethyl)phenol